(1-(4-cyano-6-methylpyrimidin-2-yl)piperidin-4-yl)carbamic acid tert-butyl ester C(C)(C)(C)OC(NC1CCN(CC1)C1=NC(=CC(=N1)C#N)C)=O